5-carbazolyl isophthalate C(C1=CC(C(=O)[O-])=CC=C1)(=O)OC1=C2C=3C=CC=CC3NC2=CC=C1